((5-((2S,4S)-1-((4-fluorophenyl)sulfonyl)-4-phenylpyrrolidin-2-yl)-1,2,4-oxadiazol-3-yl)methyl)carbamic acid tert-butyl ester C(C)(C)(C)OC(NCC1=NOC(=N1)[C@H]1N(C[C@@H](C1)C1=CC=CC=C1)S(=O)(=O)C1=CC=C(C=C1)F)=O